C1(CC1)[C@@H]([C@@H](C)S(=O)(=O)N(CC1=CC=C(C=C1)OC)CC1=CC=C(C=C1)OC)CC=C (2R,3S)-3-CYCLOPROPYL-N,N-BIS(4-METHOXYBENZYL)HEX-5-ENE-2-SULFONAMIDE